N-[[1-(5-chloro-1,3-benzoxazol-2-yl)-4-piperidyl]methyl]-1-methylsulfonyl-piperidine-4-carboxamide ClC=1C=CC2=C(N=C(O2)N2CCC(CC2)CNC(=O)C2CCN(CC2)S(=O)(=O)C)C1